3-(aminomethyl)cyclopentylamine NCC1CC(CC1)N